C1(=CC=CC=C1)[SiH](C(C)(C)C)C1=CC=CC=C1 diphenylt-butylsilane